TETRAPHENYL-1,1'-biphenyl-4,4'-diamine C1(=CC=CC=C1)C1=C(C(=C(C(=C1C1=CC=C(C=C1)N)C1=CC=CC=C1)C1=CC=CC=C1)N)C1=CC=CC=C1